(3-fluoro-6-methoxypyridin-2-yl)methanone FC=1C(=NC(=CC1)OC)C=O